9-(1-(3-azabicyclo[4.1.0]heptan-1-yl)-1H-pyrazol-4-yl)-2-(2,6-dichlorophenyl)-3-methylimidazo[2,1-f][1,6]naphthyridine C12(CNCCC2C1)N1N=CC(=C1)C=1C=NC=2C=CN3C(C2C1)=NC(=C3C)C3=C(C=CC=C3Cl)Cl